N-((1r,4r)-4-(3-chloro-4-cyano-2-methylphenoxy)cyclohexyl)-6-(piperazin-1-yl)pyridazine-3-carboxamide ClC=1C(=C(OC2CCC(CC2)NC(=O)C=2N=NC(=CC2)N2CCNCC2)C=CC1C#N)C